[Si](C)(C)(C(C)(C)C)OCCCC1=NC(=CC=2C(=CC=C(C12)I)NC)Cl (3-((tert-butyldimethylsilyl)oxy)propyl)-3-chloro-8-iodo-N-methylisoquinolin-5-amine